tert-butyl 3-(4-formyl-3,5-diisopropylphenyl)azetidine-1-carboxylate C(=O)C1=C(C=C(C=C1C(C)C)C1CN(C1)C(=O)OC(C)(C)C)C(C)C